3-(7-chloro-8-fluoro-2-(2-hydroxyethoxy)pyrido[4,3-d]pyrimidin-4-yl)-3,8-diazabicyclo[3.2.1]octane-8-carboxylic acid tert-butyl ester C(C)(C)(C)OC(=O)N1C2CN(CC1CC2)C=2C1=C(N=C(N2)OCCO)C(=C(N=C1)Cl)F